tert-butyl 4-[1-(4,5-dichloro-2-methoxyphenyl)-2-oxoethyl]piperidine-1-carboxylate ClC1=CC(=C(C=C1Cl)C(C=O)C1CCN(CC1)C(=O)OC(C)(C)C)OC